O=C1NC(CCC1N1C(C2=CC=CC(=C2C1=O)OCC(=O)NCCCCNC(COC1=CC=C(C=C1)C1=CC(=CC=C1)C(=O)O)=O)=O)=O 4'-(2-((4-(2-((2-(2,6-dioxopiperidin-3-yl)-1,3-dioxoisoindolin-4-yl)oxy)acetamido)butyl)amino)-2-oxoethoxy)-[1,1'-biphenyl]-3-carboxylic acid